O=C1NC(CCC1N1C(C2=CC=C(C=C2C1=O)NCCCCOCCCCCCCCOC1=CC=C(C=C1)C(C)(C)C1=CC=C(OCC2=CN=CC(=N2)NS(=O)(=O)C)C=C1)=O)=O N-(6-((4-(2-(4-((8-(4-((2-(2,6-dioxopiperidin-3-yl)-1,3-dioxoisoindolin-5-yl)amino)butoxy)octyl)oxy)phenyl)propan-2-yl)phenoxy)methyl)pyrazin-2-yl)methanesulfonamide